8-methyl-4-propyl-1-thioxo-2,4-dihydrothieno[2,3-e][1,2,4]triazolo[4,3-a]pyrimidin-5(1H)-one CC1=CSC=2C(N(C=3N(C21)C(NN3)=S)CCC)=O